CC(=CCCC(C)=O)C 6-METHYL-5-HEPTEN-2-ONE